Cl.ClC(CN(C)C)N 2-chloro-N,N-dimethylethylenediamine hydrochloride